4,9-bis-hydroxymethyl-tricyclo[5.2.1.02,6]Decane OCC1CC2C3C(CC(C2C1)C3)CO